OCCCCCC(=O)OC[C@H]1N(CCC1)C1=NC=C(C(=N1)NCC1=CC(=C(C=C1)OC)Cl)C(NCC1=NC=CC=N1)=O [(2S)-1-(4-{[(3-Chloro-4-methoxyphenyl)methyl]amino}-5-{[(pyrimidin-2-yl)methyl]carbamoyl}pyrimidin-2-yl)pyrrolidin-2-yl]methyl 6-hydroxyhexanoate